(E)-3-((diethoxyphosphoryl)oxy)-N,N-diethylprop-1-en-1-amine oxide C(C)OP(=O)(OCC)OC/C=C/[N+](CC)(CC)[O-]